COC(=O)C=1N=C(OC1)CCl (chloromethyl)oxazole-4-carboxylic acid methyl ester